N-(5-((6-((R)-3-(3-chloro-2,5-difluorophenyl)isoxazolidine-2-yl)pyrimidine-4-yl)amino)-2-(4-(4-cyclopropyl-piperazine-1-yl)piperidine-1-yl)-4-methoxy-phenyl)acrylamide ClC=1C(=C(C=C(C1)F)[C@@H]1N(OCC1)C1=CC(=NC=N1)NC=1C(=CC(=C(C1)NC(C=C)=O)N1CCC(CC1)N1CCN(CC1)C1CC1)OC)F